1-(4-methoxypyrimidin-2-yl)ethyl methanesulfonate CS(=O)(=O)OC(C)C1=NC=CC(=N1)OC